C(C1=CC=CC=C1)OC1CC2(C(N3[C@H](O2)CC[C@H]3C3=CC=C(C=C3)F)=O)C1 (5'S,7a'R)-3-(benzyloxy)-5'-(4-fluorophenyl)tetrahydro-3'H-spiro[cyclobutane-1,2'-pyrrolo[2,1-b]oxazol]-3'-one